(E)-3-(6-ethyl-6-hydroxy-7-oxo-5,6,7,8-tetrahydro-1,8-naphthyridin-3-yl)-N-methyl-N-((3-methylbenzofuran-2-yl)methyl)acrylamide C(C)C1(CC=2C=C(C=NC2NC1=O)/C=C/C(=O)N(CC=1OC2=C(C1C)C=CC=C2)C)O